3-(1-(2-hydroxyacetyl)piperidin-4-yl)-4,7-dimethylimidazo[1,5-a]quinazolin-5(4H)-one OCC(=O)N1CCC(CC1)C=1N=CN2C1N(C(C1=CC(=CC=C21)C)=O)C